COC1=NC=CC(=C1N1CCC(CC1)N1C(NC=2C(C1)=NN(N2)C)=O)C 6-(2'-Methoxy-4'-methyl-3,4,5,6-tetrahydro-2H-[1,3']bipyridinyl-4-yl)-2-methyl-2,4,6,7-tetrahydro-[1,2,3]triazolo[4,5-d]pyrimidin-5-one